3-[(3,5-dichlorophenyl)sulfanyl]pyridazine-4-carboxylic acid ClC=1C=C(C=C(C1)Cl)SC=1N=NC=CC1C(=O)O